ICCC[Si](OCCCC)(CCC)CCC iodopropyl-dipropyl-butoxysilane